C1=CC(=CN=C1)C(=O)NCCO n-(2-hydroxyethyl)nicotinamide